NC1=C(C(=NC(=N1)N1C[C@@H]2CCCCC[C@H](C1)C2N)C(=O)N)C2=C(C(=CC=C2)Cl)Cl 6-amino-5-(2,3-dichlorophenyl)-2-[(1R,7S,11s)-11-amino-9-azabicyclo[5.3.1]undec-9-yl]pyrimidine-4-carboxamide